N[C@H]1[C@@H](OCCC1)C1=C(C2=NC(=CC(=C2S1)NCC=1OC=CC1)Cl)Br 2-((2R,3R)-3-aminotetrahydro-2H-pyran-2-yl)-3-bromo-5-chloro-N-(furan-2-ylmethyl)thieno[3,2-b]pyridin-7-amine